1-(5-(2-Aminopyrimidin-4-yl)-4-methylthiazol-2-yl)-3-(4-((4-ethylpiperazin-1-yl)methyl)-3-(trifluoromethyl)phenyl)urea NC1=NC=CC(=N1)C1=C(N=C(S1)NC(=O)NC1=CC(=C(C=C1)CN1CCN(CC1)CC)C(F)(F)F)C